gallic acid zinc salt [Zn+2].C(C1=CC(O)=C(O)C(O)=C1)(=O)[O-].C(C1=CC(O)=C(O)C(O)=C1)(=O)[O-]